(pyrimidin-5-ylmethyl)aniline N1=CN=CC(=C1)CNC1=CC=CC=C1